CC1=CC=C(C(=O)OC2C(OCC2)(COC(C2=CC=C(C=C2)C)=O)C#C)C=C1 2-ethynyl-2-(((4-methylbenzoyl) oxy)methyl)tetrahydrofuran-3-yl 4-methylbenzoate